2-Fluoro-3-methyl-5-(4,4,5,5-tetramethyl-1,3,2-dioxaborolan-2-yl)aniline FC1=C(N)C=C(C=C1C)B1OC(C(O1)(C)C)(C)C